O[C@@H]1C[C@H](N(C1)C([C@H](C(C)C)C1=CC(=NO1)OCCCCCC(=O)O)=O)C(N[C@@H](C)C1=CC=C(C=C1)C1=C(N=CS1)C)=O 6-((5-((R)-1-((2S,4R)-4-hydroxy-2-(((S)-1-(4-(4-methylthiazol-5-yl)phenyl)ethyl)carbamoyl)pyrrolidin-1-yl)-3-methyl-1-oxobutan-2-yl)isoxazol-3-yl)oxy)hexanoic acid